4-methylthiazole-5-carboxylic acid propyl ester formate C(=O)O.C(CC)OC(=O)C1=C(N=CS1)C